NC1=C(C(=O)NC=2SC(=CN2)C)C=CC=C1 amino-N-(5-methylthiazol-2-yl)benzamide